C(C)(=O)N1CCN(CC1)C(=O)C=1C=NC2=CC(=CC=C2C1N1CCC(CC1)(C#N)C)OC 1-(3-(4-acetylpiperazine-1-carbonyl)-7-methoxyquinolin-4-yl)-4-methylpiperidine-4-carbonitrile